N-(2,3-difluorophenyl)-6,7-dihydro-3-(trifluoromethyl)-6-[4-(trifluoromethyl)phenyl]-5H-pyrrolo[2,1-c]-1,2,4-triazole-7-carboxamide FC1=C(C=CC=C1F)NC(=O)C1C(CN2C1=NN=C2C(F)(F)F)C2=CC=C(C=C2)C(F)(F)F